C12(CC(C1)C2)N2N=CC(=C2Cl)NC2=NC1=CC(=C(C=C1C=N2)Cl)C2CCN(CC2)C2(COC2)C N-[1-(bicyclo[1.1.1]pentan-1-yl)-5-chloro-1H-pyrazol-4-yl]-6-chloro-7-[1-(3-methyloxetan-3-yl)piperidin-4-yl]quinazolin-2-amine